C(C)N(C(=O)[C@H]1CN(C)[C@@H]2CC3=CN(C4=CC=CC(C2=C1)=C34)C(=O)C34CCN(CC3)CC4)CC 1-(quinuclidin-4-ylcarbonyl)-lysergic acid diethylamide